FC1=NN=C2N1C1=CC=CC=C1C(=N2)N(C)C2=CC(=CC(=C2)C#CC2(COC2)C)F fluoro-N-(3-fluoro-5-((3-methyloxetan-3-yl)ethynyl)phenyl)-N-methyl-[1,2,4]triazolo[4,3-a]quinazolin-5-amine